5-((2-chlorophenyl)(1-cyanocyclopropyl)methoxy)-N-((R,E)-4-(methylsulfonyl)but-3-en-2-yl)pyrimidine-2-carboxamide ClC1=C(C=CC=C1)C(OC=1C=NC(=NC1)C(=O)N[C@H](C)\C=C\S(=O)(=O)C)C1(CC1)C#N